N[C@@]1(C[C@@H](OC1)C(=O)N1[C@H](C2=CC=CC=C2CC1)C1=CC=C(C=C1)F)CO ((2R,4S)-4-amino-4-(hydroxymethyl)tetrahydrofuran-2-yl)((S)-1-(4-fluorophenyl)-3,4-dihydroisoquinolin-2(1H)-yl)methanone